N-(5-(4-(3-(3-bromo-1H-pyrazol-1-yl)propoxy)benzo[d]oxazol-2-yl)-8-(methylamino)-2,7-naphthyridin-3-yl)cyclopropanecarboxamide BrC1=NN(C=C1)CCCOC1=CC=CC2=C1N=C(O2)C2=C1C=C(N=CC1=C(N=C2)NC)NC(=O)C2CC2